C(=C)OCCCCOCC1=CC=CC=C1 4-vinyloxybutoxymethylbenzene